CC(CCCCCCCCCCCCC)N1C(=O)C2C3C=CC(C2C1=O)C3 N-(1-methyltetradecyl)-bicyclo[2.2.1]Hept-5-ene-2,3-dicarboximide